ClC1=CC=C2NC=3CC(CC(C3C(C2=C1)=O)=O)C=1C=NC(=CC1)OC1=CC=C(C=C1)OC(F)(F)F 7-chloro-3-(6-(4-(trifluoromethoxy)phenoxy)pyridin-3-yl)-3,4-dihydroacridine-1,9(2H,10H)-dione